COCC(COC)OS(=O)(=O)C 1,3-dimethoxyprop-2-ylmethylsulfonate